(3-(methyl-(7H-pyrrolo[2,3-d]pyrimidin-4-yl)amino)bicyclo[1.1.1]pentan-1-yl)carbamic acid tert-butyl ester C(C)(C)(C)OC(NC12CC(C1)(C2)N(C=2C1=C(N=CN2)NC=C1)C)=O